methyl methylene (ethylene) Dimethyl 4-oxocyclopentane-1,2-dicarboxylate O=C1CC(C(C1)C(=O)OC)C(=O)OC.CC=C=C